(4-(5-fluoro-1H-indol-3-yl)thiophen-2-yl)-3-oxopropanoic acid FC=1C=C2C(=CNC2=CC1)C=1C=C(SC1)C(C(=O)O)C=O